(3,5-dimethylphenyl)t-pentylphosphine chloride [Cl-].CC=1C=C(C=C(C1)C)PC(C)(C)CC